OCC(C(=O)OC(C)(C)C)=C t-butyl α-(hydroxymethyl)acrylate